C1(=CC=C(C=C1)OCC=1C=C2C=CNC2=CC1)C 5-((p-tolyloxy)methyl)-1H-indol